C(C)(=O)NC1=CC2=C(C=N1)C1(CN2C2=NC(=NC(=C2)C)C(C(=O)OCC)(F)F)CC1 ethyl 2-(4-(6'-acetamido spiro[cyclopropane-1,3'-pyrrolo[3,2-c]pyridin]-1'(2'H)-yl)-6-methylpyrimidin-2-yl)-2,2-difluoroacetate